4-Cyano-N-[(2S)-5-[[(2S)-2-(4-fluorophenyl)cyclopropyl]amino]-1-oxo-1-[4-(1H-pyrazol-1-yl)piperidin-1-yl]pentan-2-yl]benzamide C(#N)C1=CC=C(C(=O)N[C@H](C(N2CCC(CC2)N2N=CC=C2)=O)CCCNC2[C@@H](C2)C2=CC=C(C=C2)F)C=C1